sec-heptyl alcohol C(C)(CCCCC)O